N-((1R,4R)-4-((4-((5-cyclopropyl-1H-pyrazol-3-yl)amino)pyrimidin-2-yl)(methyl)amino)cyclohexyl)-1-methyl-1H-benzo[d][1,2,3]triazole-5-carboxamide C1(CC1)C1=CC(=NN1)NC1=NC(=NC=C1)N(C1CCC(CC1)NC(=O)C1=CC2=C(N(N=N2)C)C=C1)C